CN[C@@H](C)C=1N=C(SC1)C(=O)C1=CNC2=C1C=NC=C2 (4-((S)-1-(methylamino)ethyl)thiazol-2-yl)(1H-pyrrolo[3,2-c]pyridin-3-yl)methanone